3-isopropyl-5-(4-(6-(4-(methylsulfonyl)phenyl)imidazo[2,1-b][1,3,4]thiadiazol-2-yl)piperidin-1-yl)-1,2,4-oxadiazol C(C)(C)C1=NOC(=N1)N1CCC(CC1)C1=NN2C(S1)=NC(=C2)C2=CC=C(C=C2)S(=O)(=O)C